5-cyano-2-(2-cyano-1-methylisoindolin-4-yl)benzamide C(#N)C=1C=CC(=C(C(=O)N)C1)C1=C2CN(C(C2=CC=C1)C)C#N